NC1C(C2C=CC1C2)C2=NC=1C(=NC=CC1C1CCN(CC1)C(=O)C1=CC=C(C=C1)OC(F)(F)F)N2 [4-[2-(3-amino-2-bicyclo[2.2.1]hept-5-enyl)-3H-imidazo[4,5-b]pyridin-7-yl]-1-piperidyl]-[4-(trifluoromethoxy)phenyl]methanone